1-(2-((2-((3-chloro-2-fluorobenzyl)amino)-2-oxoethyl)(4-methylpentan-2-yl)amino)-2-oxoethyl)-1H-indazole-3-carboxamide ClC=1C(=C(CNC(CN(C(CN2N=C(C3=CC=CC=C23)C(=O)N)=O)C(C)CC(C)C)=O)C=CC1)F